1-(4-(5-(3-hydroxynaphthalen-1-yl)-1H-indol-1-yl)piperidin-1-yl)prop-2-en-1-one OC=1C=C(C2=CC=CC=C2C1)C=1C=C2C=CN(C2=CC1)C1CCN(CC1)C(C=C)=O